2'-fluoro-N-(2-(4-((4-(5-fluoro-2-propionyl-1H-indol-3-yl)-1H-1,2,3-triazol-1-yl)methyl)piperidin-1-yl)ethyl)-6'-hydroxy-[1,1'-biphenyl]-4-sulfonamide FC1=C(C(=CC=C1)O)C1=CC=C(C=C1)S(=O)(=O)NCCN1CCC(CC1)CN1N=NC(=C1)C1=C(NC2=CC=C(C=C12)F)C(CC)=O